N8-(3-chloro-4-(trifluoromethyl)phenyl)-N2-(1-methylcyclopentyl)-9-(piperidin-4-yl)-9H-purine-2,8-diamine ClC=1C=C(C=CC1C(F)(F)F)NC=1N(C2=NC(=NC=C2N1)NC1(CCCC1)C)C1CCNCC1